N4-Cyclopentyl-5-{2-[(4-methoxyphenyl)sulfonyl]vinyl}-N2-[4-(4-methylpiperazin-1-yl)phenyl]pyrimidine-2,4-diamine C1(CCCC1)NC1=NC(=NC=C1C=CS(=O)(=O)C1=CC=C(C=C1)OC)NC1=CC=C(C=C1)N1CCN(CC1)C